N-(3-(1H-pyrazol-1-yl)benzyl)-N-(3-methoxybenzyl)-4-((4-methylpiperazin-1-yl)methyl)thiazol-2-amine N1(N=CC=C1)C=1C=C(CN(C=2SC=C(N2)CN2CCN(CC2)C)CC2=CC(=CC=C2)OC)C=CC1